CC=1C(NC(N(C1)[C@@H]1O[C@H](CN(C1)C(C1=CC=CC=C1)(C1=CC=CC=C1)C1=CC=CC=C1)CCN(P([O-])(=O)Cl)C)=O)=O ((2S,6R)-6-(5-methyl-2,4-dioxo-3,4-dihydropyrimidin-1(2H)-yl)-4-tritylmorpholin-2-yl)methyl-(R)-dimethylphosphoramidochloridate